tert-butyl {2-[(4'-{[2-(2-cyclopropylmorpholin-4-yl)-7-oxo-6-(propan-2-yl)-6,7-dihydro-5H-pyrrolo[3,4-d]pyrimidin-4-yl]amino}[1,1'-biphenyl]-4-yl)oxy]ethyl}carbamate C1(CC1)C1CN(CCO1)C=1N=C(C2=C(N1)C(N(C2)C(C)C)=O)NC2=CC=C(C=C2)C2=CC=C(C=C2)OCCNC(OC(C)(C)C)=O